Cl.NC/C(/CN1N=CN(C1=O)CC=1SC(=CC1)C1=CC=C(C=C1)OCCOC)=C\F 2-[(2E)-2-(aminomethyl)-3-fluoroprop-2-en-1-yl]-4-({5-[4-(2-methoxyethoxy)phenyl]thiophen-2-yl}methyl)-2,4-dihydro-3H-1,2,4-triazol-3-one hydrochloride